N1=CN=C(C=C1)C1=CC=C2C(C=CNC2=C1)=O 7-(PYRIMIDIN-4-YL)CHINOLIN-4(1H)-ON